C(C)(=O)OCCC1=C(C=CC=C1Br)Br 2-(2,6-dibromophenyl)ethyl acetate